NCC1(CCCCC1)CN Bis(aminomethyl)cyclohexan